C(C)(=O)N(N(C(=O)C1=CC=2C3=C(C(=NC2C=C1)N)C=NN3C)CC3=C(C(=CC=C3Cl)F)F)C N'-acetyl-4-amino-N-(6-chloro-2,3-difluorobenzyl)-N',1-dimethyl-1H-pyrazolo[4,3-c]quinoline-8-carbohydrazide